C(C)(C)C=1OC(=NN1)N1[C@@H](C2=C(CC1)NC=N2)C2=NN1C(C(=CC=C1)C)=C2 (S)-2-isopropyl-5-(4-(4-methylpyrazolo[1,5-a]pyridin-2-yl)-1,4,6,7-tetrahydro-5H-imidazo[4,5-c]pyridin-5-yl)-1,3,4-oxadiazole